6-(2-(2-(6-(4-((3-(1-(tert-butoxycarbonyl)-4-(5-(pyridin-4-yl)-4H-1,2,4-triazol-3-yl)piperidin-4-ylamino)benzamido)methyl)phenoxy)hexyloxy)ethoxy)ethoxy)hexanoic acid C(C)(C)(C)OC(=O)N1CCC(CC1)(C1=NN=C(N1)C1=CC=NC=C1)NC=1C=C(C(=O)NCC2=CC=C(OCCCCCCOCCOCCOCCCCCC(=O)O)C=C2)C=CC1